F[C@@H]1CN(CC[C@H]1NC1=CC=CC2=C1S(C=C2C=2N=CSC2)(=O)=O)C 7-(((3R,4R)-3-fluoro-1-methylpiperidin-4-yl)amino)-1,1-dioxido-3-(thiazol-4-yl)benzo[b]thiophen